OC1=C(C=CC=C1)[C@@H](N1C(C2=CC(=CC=C2C1)C1=CC=C(C=C1)N1CCNCC1)=O)C=1NC2=CC=CC=C2C1 (R)-2-((2-hydroxyphenyl)(1H-indol-2-yl)methyl)-6-(4-(piperazin-1-yl)phenyl)isoindolin-1-one